CN(C(C)=O)C=1C(=NC=C(C1)C(F)(F)F)NC=1SC=C(N1)C1=NC=CC(=C1)OC1COC1 N-methyl-N-(2-(4-(4-(oxetan-3-yloxy)pyridin-2-yl)thiazol-2-ylamino)-5-(trifluoromethyl)pyridin-3-yl)acetamide